2-oxo-7-(difluoromethyl)-1,2-dihydroquinoline-3-carboxylate O=C1NC2=CC(=CC=C2C=C1C(=O)[O-])C(F)F